Cl.CC=1C=C(C=CC1C)NC1N(C(=NC(=N1)N)N1CCCC1)C1=CC=C(C=C1)C N-(3,4-Dimethylphenyl)-6-pyrrolidin-1-yl-N1-p-tolyl-[1,3,5]triazine-2,4-diamine hydrochloride